N-(1-cyclobutyl-1H-pyrazol-4-yl)-6-(pyrrolidin-1-yl)picolinamide C1(CCC1)N1N=CC(=C1)NC(C1=NC(=CC=C1)N1CCCC1)=O